CC=1SC(=CN1)C1=CC(=C(N)C=C1)[N+](=O)[O-] 4-(2-methylthiazol-5-yl)-2-nitroaniline